(1R,3s,5r,7r)-2-(6-methyl-1,2,3,7-tetrahydro-s-indacen-4-yl)adamantane CC1=CC=2C(=C3CCCC3=CC2C1)C1C2CC3CC(CC1C3)C2